(Z)-2-(3,4,4-trifluoro-4-((2-fluorophenyl)thio)but-2-en-1-yl)isoindoline F\C(=C/CN1CC2=CC=CC=C2C1)\C(SC1=C(C=CC=C1)F)(F)F